ClC1=CC(=C(C=C1)C1(OC2=C(OC1=C=O)C=CC=C2C2CCN(CC2)CC2=NC1=C(N2C[C@H]2OCC2)C=C(C=C1)C(=O)O)C)F 2-((4-(3-(4-Chloro-2-fluorophenyl)-3-methyl-2-carbonyl-2,3-dihydrobenzo[b][1,4]Dioxin-5-yl)piperidin-1-yl)methyl)-1-(((S)-oxetan-2-yl)methyl)-1H-benzo[d]imidazol-6-carboxylic acid